C[C@]1(CC[C@H]2C(C[C@@H]2C(CC[C@H]1O)=C)(C)C)O (1R,4R,5R,9S)-4,11,11-trimethyl-8-methylenebicyclo[7.2.0]undecane-4,5-diol